7-chloro-N-(2,2,6,6-tetramethylpiperidin-4-yl)-4H-chromeno[3,4-d]thiazol-2-amine ClC=1C=CC2=C(C1)OCC=1N=C(SC12)NC1CC(NC(C1)(C)C)(C)C